(R)-N-(5-((1,4-dioxan-2-yl)methoxy)-4-((6-cyclopropoxy-2-(1,1-difluoroethyl)pyrimidin-4-yl)amino)pyridin-2-yl)acetamide O1[C@H](COCC1)COC=1C(=CC(=NC1)NC(C)=O)NC1=NC(=NC(=C1)OC1CC1)C(C)(F)F